2,2'-isobutylidenebis(4,6-di-t-amylphenol) C(C(C)C)(C1=C(C(=CC(=C1)C(C)(C)CC)C(C)(C)CC)O)C1=C(C(=CC(=C1)C(C)(C)CC)C(C)(C)CC)O